OCCC1=C(C=CC=C1)CCO bis(2'-hydroxyethyl)benzene